FC=1C(=NC(=NC1)NC=1C=C2CCNCC2=CC1)N1OCCC1C1=CC=CC=C1 N-(5-fluoro-4-(3-phenylisooxazolidin-2-yl)pyrimidin-2-yl)-1,2,3,4-tetrahydroisoquinoline-6-amine